NCCCC=1C=CC=2N(CC=C(N2)C2=NN3C(C(=NC(=C3)C)C)=C2)C1 7-(3-aminopropyl)-2-(4,6-dimethylpyrazolo[1,5-a]pyrazin-2-yl)-4H-pyrido[1,2-a]pyrimidin